Tert-butyl 6-(difluoromethyl)-8-(4,4,5,5-tetramethyl-1,3,2-dioxaborolan-2-yl)-3,4-dihydroisoquinoline-2(1H)-carboxylate FC(C=1C=C2CCN(CC2=C(C1)B1OC(C(O1)(C)C)(C)C)C(=O)OC(C)(C)C)F